CN1CCC2(CCN(CC2)C2=C(C=C(N)C=C2)COCCOC2OCCCC2)CC1 4-(9-Methyl-3,9-diazaspiro[5.5]undec-3-yl)-3-((2-((tetrahydro-2H-pyran-2-yl)oxy)ethoxy)methyl)aniline